2,6-bis(trimethylstannyl)-4-[bis(propylthio)methylene]-4H-cyclopenta[2,1-b:3,4-b']dithiophene C[Sn](C1=CC2=C(S1)C=1SC(=CC1C2=C(SCCC)SCCC)[Sn](C)(C)C)(C)C